N[C@@H]1CC=CC[C@H]1C1=C(C2=NC(=CC(=C2S1)NCC=1SC=CC1)Cl)C=C=C 2-((1R,6R)-6-aminocyclohex-3-en-1-yl)-5-chloro-3-(propa-1,2-dien-1-yl)-N-(thiophen-2-ylmethyl)thieno[3,2-b]pyridin-7-amine